COC1CCC(CC1)NC1=NC=NC=C1C#N 4-((1r,4r)-4-methoxycyclohexylamino)pyrimidine-5-carbonitrile